ethyl 3-(3-(7-((2-ethoxy-2-oxoethyl)sulfonyl)-2,6,6-trimethyl-1-(2-methylhydrazineyl)-1-oxoheptan-2-yl)phenyl)-2,2-dimethylpropanoate C(C)OC(CS(=O)(=O)CC(CCCC(C(=O)NNC)(C)C=1C=C(C=CC1)CC(C(=O)OCC)(C)C)(C)C)=O